4-((4,4,4-trifluorobutyl)amino)pyrrolo[1,2-a]quinoxaline-7-carboxylic acid FC(CCCNC=1C=2N(C3=CC=C(C=C3N1)C(=O)O)C=CC2)(F)F